6-chloro-5-cyclobutylpyridazine-3-amine ClC1=C(C=C(N=N1)N)C1CCC1